ClC=1C(=CC(=C(C(=O)OC)C1)OC)NC(N[C@@H](C)C=1N(N=CN1)C1=NC=CC=N1)=O methyl 5-chloro-2-methoxy-4-[[(1S)-1-(2-pyrimidin-2-yl-1,2,4-triazol-3-yl)ethyl]carbamoylamino]benzoate